2-[[2-(3-chloro-5-methoxy-4-pyridyl)-2-methyl-propanoyl]amino]-4-[[3-fluoro-2-methoxy-propyl]-[4-(5,6,7,8-tetrahydro-1,8-naphthyridin-2-yl)butyl]amino]butanoic acid ClC=1C=NC=C(C1C(C(=O)NC(C(=O)O)CCN(CCCCC1=NC=2NCCCC2C=C1)CC(CF)OC)(C)C)OC